FC(C=1C(=C(C=CC1)[C@@H](C#C)NC=1C=2C(N=C(N1)C)=CC(N(C2)C=2C=NN(C2)C(C)C)=O)C)F (R)-4-((1-(3-(difluoromethyl)-2-methylphenyl)prop-2-yn-1-yl)amino)-6-(1-isopropyl-1H-pyrazol-4-yl)-2-methylpyrido[4,3-d]pyrimidin-7(6H)-one